4-AMINO-PYRIDINE-2-CARBALDEHYDE NC1=CC(=NC=C1)C=O